tert-butyl (S,E)-4-(benzyloxy)-2-((3-(7-(dimethylamino)-2-((methoxycarbonyl)amino)-7-oxohept-5-enamido)-2-oxopyridin-1(2H)-yl)methyl)-5,6-difluoro-1H-benzo[d]imidazole-1-carboxylate C(C1=CC=CC=C1)OC1=C(C(=CC=2N(C(=NC21)CN2C(C(=CC=C2)NC([C@H](CC\C=C\C(=O)N(C)C)NC(=O)OC)=O)=O)C(=O)OC(C)(C)C)F)F